ClC=1C=C(C=CC1)C1=NC(=NC(=N1)C1=CC(=CC=C1)Cl)C=1C=C(C=CC1)C1=CC(=CC=C1)P(C1=CC=CC=C1)(C1=CC=CC=C1)=O (3'-(4,6-bis(3-chlorophenyl)-1,3,5-triazin-2-yl)-[1,1'-biphenyl]-3-yl)diphenylphosphine oxide